O1C(=CC=C1)C1=NN2C(N=C(N=C2N)NCCC2=CC=C(C=C2)OCC=2C=NC=CC2)=N1 2-(Furan-2-yl)-N5-(4-(pyridin-3-ylmethoxy)phenethyl)-[1,2,4]triazolo[1,5-a][1,3,5]triazine-5,7-diamine